C1(=CC=CC=C1)C=1C(C2=CC=CC=C2C1)=CC1=CC=C(C=C1)F Phenyl-(p-fluorophenyl)methylene-1H-indene